C(CC(O)(C(=O)[O-])CC(=O)[O-])(=O)[O-].[K+].C(C)(=O)C1=C(C=CC=C1)CC(O)(C)C(C)(C)O.[K+].[K+] 2-acetylphenyl-pinacol potassium citrate